6-(3-amino-6-(3-((dimethylamino)methyl)-2-fluoro-4-morpholinophenyl)-5-fluoropyrazin-2-yl)-3,4-dihydroisoquinolin-1(2H)-one NC=1C(=NC(=C(N1)F)C1=C(C(=C(C=C1)N1CCOCC1)CN(C)C)F)C=1C=C2CCNC(C2=CC1)=O